OC=COCC 1,4-dioxa-2-hexene